BrC1=C(C=C(C(=O)NC)C=C1)I 4-bromo-3-iodo-N-methylbenzamide